C1CC(CCC1CC#N)N2C(=NC3=CN=C4C(=C32)C=CN4)CC(=O)NCC5(CC5)O 2-(1-((1r,4r)-4-(cyanomethyl)cyclohexyl)-1,6-dihydroimidazo[4,5-d]pyrrolo[2,3-b]pyridin-2-yl)-N-((1-hydroxycyclopropyl)methyl)acetamide